7-(1H-pyrazol-5-yl)-1H-pyrrolo[3,2-c]Quinolin-4-amine N1N=CC=C1C=1C=CC=2C3=C(C(=NC2C1)N)C=CN3